3-((7-chloro-1-methyl-6-((2-methyl-1H-pyrrolo[2,3-b]pyridin-5-yl)oxy)-1H-imidazo[4,5-b]pyridin-2-yl)amino)-1-methyl-5-(trifluoromethyl)pyridin-2(1H)-one ClC1=C2C(=NC=C1OC=1C=C3C(=NC1)NC(=C3)C)N=C(N2C)NC=2C(N(C=C(C2)C(F)(F)F)C)=O